C(\C=C/CCCCC)OC(CCCCCCCCCC(CCCCCCCCC)CCN(C)C)=O.FC1=CC=C(C=C1)C(CCCC\C=C/C1=NC=CC=C1)=O (Z)-(4-fluorophenyl)-7-(pyridine-2-yl)hept-6-en-1-one (Z)-oct-2-en-1-yl-11-(2-(dimethylamino)-ethyl)icosanoate